C(#N)CN(C(=O)C1=C(OC=2C(=NC=NC2)N2CC3(C2)CCN(CC3)C(=O)OC(C)(C)C)C=CC(=C1)F)C(C)C tert-Butyl 2-(5-(2-((cyanomethyl)(isopropyl)carbamoyl)-4-fluorophenoxy)pyrimidin-4-yl)-2,7-diazaspiro[3.5]nonane-7-carboxylate